CC(CC(C)(C)C)(C)C1=C(C2=CC=CC=C2C=C1)N (1,1,3,3-tetramethylbutyl)-1-naphthalenamine